(E)-3-(4-Bromophenyl)-1-(2-hydroxy-4-methoxyphenyl)prop-2-en-1-one BrC1=CC=C(C=C1)/C=C/C(=O)C1=C(C=C(C=C1)OC)O